1-ethoxy-4-(trans-4-propylcyclohexyl)benzene C(C)OC1=CC=C(C=C1)[C@@H]1CC[C@H](CC1)CCC